ClC1=CC=C(C=C1)C1(CC1)C#N (4-chlorophenyl)cyclopropane-1-carbonitrile